N-ethyl-2-methylpropan-2-sulfinamide C(C)NS(=O)C(C)(C)C